(S)-1-(oxetan-2-ylmethyl)-2-((4-(6-(isoquinolin-7-ylmethoxy)pyridin-2-yl)piperidine-1-yl)methyl)-1H-benzo[d]imidazole-6-carboxylic acid O1[C@@H](CC1)CN1C(=NC2=C1C=C(C=C2)C(=O)O)CN2CCC(CC2)C2=NC(=CC=C2)OCC2=CC=C1C=CN=CC1=C2